3-(3-((8-chloro-[1,2,4]triazolo[4,3-a]pyridin-3-yl)thio)propoxy)-2-(4-tolyl)-4H-chromen-4-one ClC=1C=2N(C=CC1)C(=NN2)SCCCOC2=C(OC1=CC=CC=C1C2=O)C2=CC=C(C=C2)C